C(C)(C)(C)OC(C1=CC(=C(C(=C1)N)Cl)N)=O tert-butyl-(4-chloro-3,5-diaminobenzoate)